(R)-1-(5-((3-methyl-4-(pyridin-3-ylmethyl)piperazin-1-yl)methyl)pyrazolo[1,5-a]pyridin-3-yl)dihydropyrimidine-2,4(1H,3H)-dione C[C@@H]1CN(CCN1CC=1C=NC=CC1)CC1=CC=2N(C=C1)N=CC2N2C(NC(CC2)=O)=O